Fluoroisopropyl-Acrylat FC=C(C(=O)[O-])C(C)C